Ethyl 2-((4-(4-(2,4-dichlorophenyl)piperazine-1-carbonyl)-2-nitrophenyl)sulfinyl)acetate ClC1=C(C=CC(=C1)Cl)N1CCN(CC1)C(=O)C1=CC(=C(C=C1)S(=O)CC(=O)OCC)[N+](=O)[O-]